(2,5-diaminophenoxy)acetonitrile NC1=C(OCC#N)C=C(C=C1)N